2-(ethoxymethylene)malononitrile C(C)OC=C(C#N)C#N